[N+](=O)([O-])C1=CC=C(C=N1)N1CCOCC1 4-(6-Nitropyridin-3-yl)morpholine